O1CCN(CC1)C1=NC=2C(=NC=CC2C2CCN(CC2)C(=O)OC(C)(C)C)N1 tert-butyl 4-(2-morpholino-3H-imidazo[4,5-b]pyridin-7-yl)piperidine-1-carboxylate